O1C(OC=2C=CC=3C=CN=CC3C21)=O DIOXOLOISOQUINOLINONE